(R)-5-(3-((cyclopropylmethyl)(pyrimidin-2-yl)amino)phenyl)-5,8,8-trimethyl-5,8,9,10-tetrahydrobenzo[b][1,8]naphthyridin-6(7H)-one C1(CC1)CN(C=1C=C(C=CC1)[C@]1(C2=C(NC=3N=CC=CC13)CC(CC2=O)(C)C)C)C2=NC=CC=N2